N[C@]1([C@H](COC2=C(C=CC=C12)F)F)CO ((3R,4S)-4-amino-3,8-difluorochroman-4-yl)methanol